6-{2-[5-chloro-1-(2H3)methyl-2-oxo-1,2-dihydrospiro[indole-3,4'-piperidin]-1'-yl]ethoxy}-8-fluoro-3,4-dihydro-2H-1lambda6,2-benzothiazine-1,1-dione ClC=1C=C2C(=CC1)N(C(C21CCN(CC1)CCOC=1C=C(C2=C(CCNS2(=O)=O)C1)F)=O)C([2H])([2H])[2H]